4-(bromomethyl)-5-methyl-1,3-dioxolen-2-one BrCC=1OC(OC1C)=O